(R)-4-(3-(4-aminopyrido[3,2-d]pyrimidin-6-yl)phenyl)-2-thiazol-2-yl-but-3-yn-2-ol NC=1C2=C(N=CN1)C=CC(=N2)C=2C=C(C=CC2)C#C[C@@](C)(O)C=2SC=CN2